BrC1=CC=2C(C3=CC(=CC=C3OC2C=C1)Br)=O 2,7-dibromo-9H-xanthen-9-one